6-Acetyl-8-cyclopentyl-2-((5-(4-(ethylsulfonyl)piperazin-1-yl)pyridin-2-yl)-amino)-5-methylpyrido[2,3-d]pyrimidin-7(8H)-one C(C)(=O)C1=C(C2=C(N=C(N=C2)NC2=NC=C(C=C2)N2CCN(CC2)S(=O)(=O)CC)N(C1=O)C1CCCC1)C